FC=1C(=NC(=NC1)NC1CCC(CC1)C(=O)N1CCCCC1)C1=CC(=CC=C1)N1C(OCCC1)=O 1-((1r,4r)-4-((5-fluoro-4-(3-(2-oxo-1,3-oxazinan-3-yl)phenyl)pyrimidin-2-yl)amino)cyclohexane-1-carbonyl)piperidin